CC/C=C/C=O 2-(E)-Pentenal